C1(=CC=CC=C1)C=1C=C(C(=C(C1)C1=C(C(=CC(=C1)C1=CC=CC=C1)[N+](=O)[O-])Br)Br)[N+](=O)[O-] 5,5'-diphenyl-3,3'-dinitro-2,2'-dibromo-biphenyl